C[N+](CCCCS(=O)(=O)O)(CCOC(C(=C)C)=O)C dimethyl-(2-methacryloyloxyethyl)(4-sulfobutyl)ammonium